sodium hydroxy (4-isopropyl-3,5-dimethoxyphenyl)methanesulfonate trihydrate O.O.O.C(C)(C)C1=C(C=C(C=C1OC)CS(=O)(=O)OO)OC.[Na]